5-((2-((2,4-dimethoxybenzyl)amino)-3-fluoropyridin-4-yl)methyl)-3,4-difluoro-2-((2-fluoro-4-methylphenyl)amino)benzoic acid methyl ester COC(C1=C(C(=C(C(=C1)CC1=C(C(=NC=C1)NCC1=C(C=C(C=C1)OC)OC)F)F)F)NC1=C(C=C(C=C1)C)F)=O